2-(dimethylamino)-1-(6-(6-(4-isopropyl-5-(8-methoxy-[1,2,4]triazolo[1,5-a]pyridin-6-yl)-1H-pyrazol-3-yl)pyridin-3-yl)-2,6-diazaspiro[3.3]heptan-2-yl)ethan-1-one CN(CC(=O)N1CC2(C1)CN(C2)C=2C=NC(=CC2)C2=NNC(=C2C(C)C)C=2C=C(C=1N(C2)N=CN1)OC)C